N(=C=O)C=C1C(CCCC1)=CN=C=O bis(isocyanatomethylene)cyclohexane